OCCOC=1C=CC(=C(C#N)C1)S(=O)(=O)C 5-(2-hydroxyethoxy)-2-methanesulfonylbenzonitrile